BrC=1C=C2C=NNC2=CC1C 5-bromo-6-methyl-1h-indazole